N(=C(/C)\N1N([C@@H](C(C1)C1=CC=CC=C1)C=1C=NC(=CC1)C(F)(F)F)S(=O)(=O)C1=CC=C(C=C1)C(F)(F)F)/[H] (S,E)-N-(1-iminoethyl)-4-phenyl-N'-((4-(trifluoromethyl)phenyl)sulfonyl)-3-(6-(Trifluoromethyl)pyridin-3-yl)-4,5-dihydro-1H-pyrazole